CC1(CN(C1)C1=NC=C(C=N1)NC1CCC(CC1)N)C N1-(2-(3,3-dimethylazetidin-1-yl)pyrimidin-5-yl)cyclohexane-1,4-diamine